2-(methyl)ethylmethyldichlorosilane CCC[Si](Cl)(Cl)C